ClC=1C=C(C=C(C1)C1=C(C=C(C=C1C(C)C)C(C)C)C(C)C)OC1=CC=2N(C3=CC=CC=C3C2C=C1)C1=NC=CC(=C1)C1=C(C=C(C=C1C(C)C)C(C)C)C(C)C 2-((5-chloro-2',4',6'-triisopropyl-[1,1'-biphenyl]-3-yl)oxy)-9-(4-(2,4,6-triisopropylphenyl)pyridin-2-yl)-9H-carbazole